1-(3'-(2-(3,6-diazabicyclo[3.2.0]heptan-3-yl)pyridin-4-yl)-3-chloro-5'-fluoro-2'-hydroxy-[1,1'-biphenyl]-4-yl)-3-methyl-1H-imidazol-2(3H)-one C12CN(CC2NC1)C1=NC=CC(=C1)C=1C(=C(C=C(C1)F)C1=CC(=C(C=C1)N1C(N(C=C1)C)=O)Cl)O